C(C)(C)(C)P(C(C)C)C(C)C tert-Butyl-di-(iso-propyl)phosphin